C(=O)C1=CC=C(CN)C=C1 4-FORMYLBENZYLAMINE